NC1=C(C=C(C=N1)NC(C(N1C(CCCC1)C=1C=C2CC3(C(NC2=CC1)=O)CC3)=O)=O)CC N-(6-amino-5-ethylpyridin-3-yl)-2-oxo-2-(2-(2'-oxo-1',4'-dihydro-2'H-spiro[cyclopropane-1,3'-quinolin]-6'-yl)piperidin-1-yl)acetamide